N1=CC(=C2N1C=CN=C2)C(=O)N2CC1=C(CC2)C(=CS1)C(=O)NC1=NOC(=C1)C(C(F)(F)F)(C)C 6-(pyrazolo[1,5-a]pyrazine-3-carbonyl)-N-(5-(1,1,1-trifluoro-2-methylpropan-2-yl)isoxazol-3-yl)-4,5,6,7-tetrahydrothieno[2,3-c]pyridine-3-carboxamide